methyl 2-methyl-4-(1,4-dioxa-8-azaspiro[4.5]decan-8-yl)-2H-indazole-7-carboxylate CN1N=C2C(=CC=C(C2=C1)N1CCC2(OCCO2)CC1)C(=O)OC